N-(6-(6,8-dioxo-2,7-diazaspiro[4.5]decane-2-carbonyl)benzo[d]thiazol-2-yl)acetamide O=C1C2(CCN(C2)C(=O)C2=CC3=C(N=C(S3)NC(C)=O)C=C2)CCC(N1)=O